FC1=CC(=CC=2N(C(=NC21)[C@H]2N(CCC2)C(=O)OC)C(C)C)B2OC(C(O2)(C)C)(C)C Methyl (S)-2-(4-fluoro-1-isopropyl-6-(4,4,5,5-tetramethyl-1,3,2-dioxaborolan-2-yl)-1H-benzo[d]imidazol-2-yl)pyrrolidine-1-carboxylate